(8-(trifluoromethyl)-1,4-dioxaspiro[4.5]dec-8-yl)methanol tert-butyl-(3S)-3-[3-(4-tert-butyl-2-pyridyl)-3-(tert-butylsulfinylamino)propyl]pyrrolidine-1-carboxylate C(C)(C)(C)C1N(CC[C@@H]1CCC(NS(=O)C(C)(C)C)C1=NC=CC(=C1)C(C)(C)C)C(=O)OCC1(CCC2(OCCO2)CC1)C(F)(F)F